2-chloro-4-(4-(trifluoromethyl)phenyl)pyrimidine ClC1=NC=CC(=N1)C1=CC=C(C=C1)C(F)(F)F